3-(hydroxyl-isopropyl)benzene OC(C)(C)C=1C=CC=CC1